diisopropanol ammonium salt [NH4+].C(C)(C)O.C(C)(C)O